3-{[(2S)-1-(tert-Butoxycarbonyl)pyrrolidin-2-yl]methoxy}-5-(5-methyl-1,3-thiazol-2-yl)benzoic acid C(C)(C)(C)OC(=O)N1[C@@H](CCC1)COC=1C=C(C(=O)O)C=C(C1)C=1SC(=CN1)C